5-bromo-N-cyclopropyl-3-(difluoromethoxy)pyridine-2-carboxamide BrC=1C=C(C(=NC1)C(=O)NC1CC1)OC(F)F